FC(C)(C)C1=CC=C(C(=N1)C)S(=O)(=O)N1CC2(C1)CN(C2)C2CCOCC2 2-((6-(2-fluoropropan-2-yl)-2-methylpyridin-3-yl)sulfonyl)-6-(tetrahydro-2H-pyran-4-yl)-2,6-diazaspiro[3.3]heptane